Cl[Si]1(C2=CC=CC=C2C=2C=CC=CC12)Cl 9,9-dichloro-9-silafluorene